4-[(2R)-3-(3,4-dihydro-1H-isoquinolin-2-yl)-2-hydroxy-propyl]-8-[(1-methyl-4-piperidyl)oxy]-2,3-dihydro-1,4-benzoxazepin-5-one C1N(CCC2=CC=CC=C12)C[C@H](CN1CCOC2=C(C1=O)C=CC(=C2)OC2CCN(CC2)C)O